NCCCC[Si](OCC)(OCC)C1=CC=CC=C1 4-Aminobutylphenyldiethoxysilan